1-tridecanoyl-2-(9Z,12Z-heptadecadienoyl)-glycero-3-phosphoserine CCCCCCCCCCCCC(=O)OC[C@H](COP(=O)(O)OC[C@@H](C(=O)O)N)OC(=O)CCCCCCC/C=C\C/C=C\CCCC